[F-].[F-].[F-].C(C)N(CC)CC triethylamine trifluoride salt